2'-chloro-5'-methoxy-N-(5-(4-methoxy-1-methyl-1H-pyrazole-3-carbonyl)-5,6-dihydro-4H-pyrrolo[3,4-d]thiazol-2-yl)-6-methyl-[4,4'-bipyridine]-3-carboxamide ClC1=NC=C(C(=C1)C1=C(C=NC(=C1)C)C(=O)NC=1SC2=C(N1)CN(C2)C(=O)C2=NN(C=C2OC)C)OC